ClC1=C(C=C(C=C1)[2H])C(C([2H])([2H])N1N=CN=N1)O 1-(2-chlorophenyl-5-d)-2-(2H-tetrazol-2-yl)ethane-2,2-d2-1-ol